O1C(=CC=C1)C1=NC2=C(N1CCC1=CC3=C(C=C1)OCO3)C=CC=C2 2-(2-furyl)-1-(2-(3,4-methylenedioxyphenyl)ethyl)-1H-benzimidazole